2-AMINO-1H-IMIDAZOLE-4-CARBOXYLIC ACID NC=1NC=C(N1)C(=O)O